2-Methyl-1,8-octandiamin CC(CN)CCCCCCN